5-(3-(5-(trifluoromethyl)pyridin-2-yl)propyl)-1H-indol-3-amine TFA salt OC(=O)C(F)(F)F.FC(C=1C=CC(=NC1)CCCC=1C=C2C(=CNC2=CC1)N)(F)F